(1RS,2SR,5RS)-2-((R)-1-hydroxypropan-2-yl)-5-methylcyclohexan-1-ol OC[C@H](C)[C@H]1[C@@H](C[C@@H](CC1)C)O |&1:4,5,7|